sodium ethenesulfonate, disodium salt [Na+].[Na+].C(=C)S(=O)(=O)[O-].[Na+].C(=C)S(=O)(=O)[O-].C(=C)S(=O)(=O)[O-]